N-(4-(3-Aminopiperidin-1-yl)phenyl)-4-((4-methoxycyclohexyl)amino)-2-oxo-1,2-dihydropyridine-3-carboxamide NC1CN(CCC1)C1=CC=C(C=C1)NC(=O)C=1C(NC=CC1NC1CCC(CC1)OC)=O